C(=O)(OC(C)(C)C)NC(C(C)O)NC(=O)OC(C)(C)C N,N'-bis-Boc-2-hydroxy-propanediamine